ClC(C(C(F)(F)F)(F)F)(Cl)Cl 1,1,1-trichloropentafluoropropane